2-(1H-imidazol-1-yl)-N-((1r,4r)-4-(2-methoxyethoxy)cyclohexyl)-6-(1-methyl-1H-pyrazol-4-yl)pyrimidine-4-carboxamide N1(C=NC=C1)C1=NC(=CC(=N1)C(=O)NC1CCC(CC1)OCCOC)C=1C=NN(C1)C